FC(CCCNC(=O)N)(F)F 1-(4,4,4-trifluorobutyl)urea